(S)-(1-(2-ethoxy-4,5-difluorobenzyl)pyrrolidin-3-yl)methanamine hydrochloride Cl.C(C)OC1=C(CN2C[C@@H](CC2)CN)C=C(C(=C1)F)F